CC=1C(=NNC(C1C(F)(F)F)=O)CN1C[C@@H](OCC1)C(=O)N1CCN(CC1)C1=NC=C(C=N1)C(F)(F)F |r| rac-4-Methyl-5-(trifluoromethyl)-3-[[2-[4-[5-(trifluoromethyl)pyrimidin-2-yl]piperazine-1-carbonyl]morpholin-4-yl]methyl]-1H-pyridazin-6-one